N-(4-(1-cyclopropyl-1H-pyrazol-4-yl)-5-((1-methyl-1H-pyrazol-4-yl)ethynyl)pyridin-2-yl)-2-(1-(cyclopropylsulfonyl)-1H-pyrazol-4-yl)pyrimidin-4-amine C1(CC1)N1N=CC(=C1)C1=CC(=NC=C1C#CC=1C=NN(C1)C)NC1=NC(=NC=C1)C=1C=NN(C1)S(=O)(=O)C1CC1